4-(2-(2-Cyclopropylpyridin-4-yl)-3-isopropyl-1H-indol-5-yl)piperidine-1-carboxylic acid tert-butyl ester C(C)(C)(C)OC(=O)N1CCC(CC1)C=1C=C2C(=C(NC2=CC1)C1=CC(=NC=C1)C1CC1)C(C)C